N1=C(C=CC=C1)CSCCSCCCSCCSCC1=NC=CC=C1 1,13-Bis(2-pyridyl)-2,5,9,12-tetrathiatridecan